C=1(C(O)=CC=C(CC=C)C1)OC E-Eugenol